(3S)-4,4,4-trifluoro-3-[(pyridin-2-yl)amino]-butanoic acid FC([C@H](CC(=O)O)NC1=NC=CC=C1)(F)F